ClC1=C(C=CC=C1)C1=CC=NC2=C1NC=1C=CC=CC21 4-(2-chlorophenyl)-5H-pyrido[3,2-b]indole